COCCN1C(=NC2=CC=C(C=C2C1=O)NC(=O)NC1=CC(=CC=C1)C(C(F)(F)F)=O)C 1-(3-(2-methoxyethyl)-2-methyl-4-oxo-3,4-dihydroquinazolin-6-yl)-3-(3-(2,2,2-trifluoroacetyl)phenyl)urea